C(C)(CC)C1C(CCCC1)NC(=O)CC(CC(=O)NC1C(CCCC1)C(C)CC)C(=O)NC1C(CCCC1)C(C)CC 1,2,3-propanetricarboxylic acid tris(2-sec-butylcyclohexylamide)